ClC=1C=C(C=NC1)C1=NC(=CC(=C1C1CC1)N1N=CN=C1)C(F)(F)F (E)-2-5-chloropyridin-3-yl-3-3-cyclopropyl-6-trifluoromethylpyridin-4-yl-1H-1,2,4-triazole